C1(CC1)C=1N=NN(C1)[C@H](C(=O)N1[C@@H](C[C@H](C1)O)C(=O)NCC1COCC2=CC=CC=C12)C(C)(C)C (2S,4R)-1-[(2S)-2-(4-cyclopropyltriazol-1-yl)-3,3-dimethyl-butanoyl]-4-hydroxy-N-(isochroman-4-ylmethyl)pyrrolidine-2-carboxamide